FC1=CC=C(C=C1)C1=NNC(=C1O)C1=CC=CC=C1 3-(4-fluorophenyl)-5-phenyl-4-hydroxy-1H-pyrazole